3-(5-(4'-carbamoyl-[1,1'-biphenyl]-4-yl)-6-chloro-1H-indazol-3-yl)propanoic acid C(N)(=O)C1=CC=C(C=C1)C1=CC=C(C=C1)C=1C=C2C(=NNC2=CC1Cl)CCC(=O)O